C(#N)C=1N=CC(=NC1)NC=1C(=NOC1)C=1C=C(C=C(C1)C1=CCN(CC1)C(=O)[O-])OC 4-(5-((5-cyanopyrazin-2-ylamino) isoxazol-3-yl)-3-methoxyphenyl)-5,6-dihydropyridine-1(2H)-carboxylate